5-chloro-1-methyl-3-((3-(piperazin-1-yl)phenyl)sulfonyl)-1H-indole ClC=1C=C2C(=CN(C2=CC1)C)S(=O)(=O)C1=CC(=CC=C1)N1CCNCC1